trifluoromethyl ether methacrylate C(C(=C)C)(=O)O.FC(F)(F)OC(F)(F)F